C[C@H]1N(C[C@@H]([C@H]([C@@H]1O)O)O)CC1CCN(CC1)C1=CC=CC=C1 (2R,3R,4R,5S)-2-methyl-1-((1-phenylpiperidin-4-yl)methyl)piperidine-3,4,5-triol